O1C(OCC1)C1=CC=C(O1)B(O)O 5-(1,3-DIOXOLAN-2-YL)FURAN-2-YLBORONIC ACID